[N+](=O)([O-])C1=C(COC(=O)NC=2NC(C=3N=CN([C@H]4[C@H](O)[C@H](O)[C@@H](CO)O4)C3N2)=O)C=CC=C1 N2-(2-nitrobenzyl)oxycarbonylguanosine